FC(C)(F)C=1C=C(C=CC1)C(C)=NS(=O)C(C)(C)C N-(1-(3-(1,1-difluoroethyl)phenyl)ethylidene)-2-methylpropane-2-sulfinamide